2,2,4,4-tetramethylpentan-3-ol CC(C)(C(C(C)(C)C)O)C